FC1([C@@H]([C@H](CCC1)N1N=NC(=C1)CC(C)C)NC(=O)N1CCC(CC1)(C)C1=NOC(=N1)[C@H]1[C@H](C1)F)F N-{(1R,6S)-2,2-difluoro-6-[4-(2-methylpropyl)-1H-1,2,3-triazol-1-yl]cyclohexyl}-4-{5-[(1S,2S)-2-fluorocyclopropyl]-1,2,4-oxadiazol-3-yl}-4-methylpiperidine-1-carboxamide